2-(14-Bromo-3,6,9,12-tetraoxatetradecyl)isoindoline-1,3-dione BrCCOCCOCCOCCOCCN1C(C2=CC=CC=C2C1=O)=O